2-(3-((3-((5-((2-(2,2-dimethylpyrrolidin-1-yl)ethyl)carbamoyl)-2-methylpyridin-3-yl)amino)-1-methyl-1H-pyrazolo[3,4-d]pyrimidin-6-yl)amino)phenyl)acetic acid CC1(N(CCC1)CCNC(=O)C=1C=C(C(=NC1)C)NC1=NN(C2=NC(=NC=C21)NC=2C=C(C=CC2)CC(=O)O)C)C